C(C)N[C@@H](CC1=CC(=CC=C1)C(F)(F)F)C |r| (R/S)-N-ethyl-1-(3-(trifluoromethyl)phenyl)propan-2-amine